(1,5-naphthyridin-4-yl)methanone N1=CC=C(C2=NC=CC=C12)C=O